(S)-1-(4-hydroxy-3,3-dimethyl-2-oxobutanoyl)piperidine-2-carboxylic acid allyl ester C(C=C)OC(=O)[C@H]1N(CCCC1)C(C(C(CO)(C)C)=O)=O